tert-butyl-2-[2-chloro-6-cyano-4-[1-methyl-1-[4-[(2-methylsulfonylpyrimidin-4-yl)methoxy]phenyl]ethyl]phenoxy]acetate C(C)(C)(C)OC(COC1=C(C=C(C=C1C#N)C(C)(C1=CC=C(C=C1)OCC1=NC(=NC=C1)S(=O)(=O)C)C)Cl)=O